NC1=NN(C=N1)CC(=O)O 3-amino-1,2,4-triazole-1-acetic acid